COC=1C=C2C=NN(C2=CC1B(O)O)C 5-methoxy-1-methylindazol-6-ylboronic acid